4-methyl-N-[[2-(methylaminomethyl)phenyl]methyl]-N-[2-oxo-2-[(2-oxospiro[1H-pyrrolo[2,3-b]pyridine-3,2'-indan]-5'-yl)amino]ethyl]-1-(pyrrolidine-1-carbonyl)piperidine-4-carboxamide CC1(CCN(CC1)C(=O)N1CCCC1)C(=O)N(CC(NC=1C=C2CC3(CC2=CC1)C(NC1=NC=CC=C13)=O)=O)CC1=C(C=CC=C1)CNC